COC1=NC=C(C=C1C(=O)N[C@@H](CC(=O)OC(C)(C)C)C)C1=CC=C2C(=NNC2=C1)C(NC)=O tert-butyl (3R)-3-({2-methoxy-5-[3-(methylcarbamoyl)-1H-indazol-6-yl]pyridin-3-yl}formamido)butanoate